Dibenzyl N,N-dibenzyl-D-glutamate C(C1=CC=CC=C1)N([C@H](CCC(=O)OCC1=CC=CC=C1)C(=O)OCC1=CC=CC=C1)CC1=CC=CC=C1